3-(((7-(pyridin-4-yl)-2,3-dihydrofuro[3,2-c]pyridin-4-yl)amino)methyl)-N-(pyrimidin-4-yl)benzamide N1=CC=C(C=C1)C=1C2=C(C(=NC1)NCC=1C=C(C(=O)NC3=NC=NC=C3)C=CC1)CCO2